2-(3,8-diazabicyclo[3.2.1]octan-3-yl)-7-(thiazol-2-yl)-5-(2,2,2-trifluoroethoxy)benzo[d]oxazole C12CN(CC(CC1)N2)C=2OC1=C(N2)C=C(C=C1C=1SC=CN1)OCC(F)(F)F